C(C(C)C)C1(CCN(CC1)C(=O)OC(C)(C)C)C(=O)OC O1-tert-butyl O4-methyl 4-isobutylpiperidine-1,4-dicarboxylate